ClC1=CC=C(C=C1)C1=C(CCC(C1)(C)C)CN1C2CN(C(C1)CC2)CC2=CC=C1CN(C(C1=C2)=O)C2C(NC(CC2)=O)=O 3-(6-((5-((4'-chloro-5,5-dimethyl-3,4,5,6-tetrahydro-[1,1'-biphenyl]-2-yl)methyl)-2,5-diazabicyclo[2.2.2]octane-2-yl)methyl)-1-oxoisoindolin-2-yl)piperidine-2,6-dione